FC=1C=C(C=NC1)NC(=O)[C@H]1CC12CCN(CC2)C(=O)[O-] (S)-1-((5-fluoropyridin-3-yl)carbamoyl)-6-azaspiro[2.5]octane-6-carboxylate